3,5-dimethoxy-4-benzyloxystilbene COC=1C=C(C=C(C1OCC1=CC=CC=C1)OC)C=CC1=CC=CC=C1